C1(CC1)C=1C(=NC(=NC1C=1C=NN(C1)C)S(=O)(=O)C)NC1=NN(C(=C1)C)C1OCCCC1 5-cyclopropyl-N-(5-methyl-1-(tetrahydro-2H-pyran-2-yl)-1H-pyrazol-3-yl)-6-(1-methyl-1H-pyrazol-4-yl)-2-(methylsulfonyl)pyrimidin-4-amine